3-fluoro-5-oxo-5H-spiro[furo[3,4-b]pyridine-7,4'-piperidin] FC=1C=C2C(=NC1)C1(CCNCC1)OC2=O